CNC(=O)N1CC2=C(CCC1)NN=C2C(=O)N2CCC(CC2)C2=C(C=CC=C2)C(F)(F)F n-methyl-3-(4-(2-(trifluoromethyl)phenyl)piperidine-1-carbonyl)-4,6,7,8-tetrahydropyrazolo[4,3-c]azepine-5(1H)-carboxamide